(3S)-1-[(2R)-2-[4-(2,6-Dichlorophenyl)-2-oxo-chromen-7-yl]oxypropanoyl]piperidin ClC1=C(C(=CC=C1)Cl)C1=CC(OC2=CC(=CC=C12)O[C@@H](C(=O)N1CCCCC1)C)=O